COC(CCC[SiH3])(OC)OC trimethoxybutylsilane